tert-butyl 3-(4-tert-butoxyphenyl)-3,7-diazabicyclo[4.2.0]octane-7-carboxylate C(C)(C)(C)OC1=CC=C(C=C1)N1CC2CN(C2CC1)C(=O)OC(C)(C)C